FC(C1=CC=C(C=C1)C=CC=O)(F)F 3-[4-(trifluoromethyl)phenyl]prop-2-en-1-one